ClC1=CC2=C(N=C(N=C2N[C@H](C)C=2C(=C(C#N)C=CC2)C)NCC(OC)OC)C=N1 (R)-3-(1-((6-chloro-2-((2,2-dimethoxyethyl)amino)pyrido[3,4-d]pyrimidin-4-yl)amino)ethyl)-2-methylbenzonitrile